C(C=C)C=1C=C2C=NN(C2=CC1[N+](=O)[O-])C 5-allyl-1-methyl-6-nitro-1H-indazole